2-chloro-8-cyclopentyl-7-oxo-7,8-dihydropyrido[2,3-d]pyrimidine-6-carbonitrile ClC=1N=CC2=C(N1)N(C(C(=C2)C#N)=O)C2CCCC2